2-((2-(diethylamino)ethyl)(isopropyl)amino)ethan-1-ol C(C)N(CCN(CCO)C(C)C)CC